O[C@@H](CCN1N=C(C=C1)N\C(\C)=C\1/C(NC2=CN=C(C=C21)C=2C=NC=CC2C)=O)C (R,Z)-3-(1-((1-(3-Hydroxybutyl)-1H-pyrazol-3-yl)amino)ethylidene)-5-(4-methylpyridin-3-yl)-1H-pyrrolo[2,3-c]pyridin-2(3H)-one